(R)-7-(2-((2-cyclopropyl-6-(3,4-dimethylpiperazin-1-yl)pyridin-3-yl)amino)-5-(trifluoromethyl)pyrimidin-4-yl)-4-methyl-3,4-dihydrothieno[2,3-f][1,4]thiazepin-5(2H)-one 1,1-dioxide C1(CC1)C1=NC(=CC=C1NC1=NC=C(C(=N1)C1=CC2=C(C(N(CCS2(=O)=O)C)=O)S1)C(F)(F)F)N1C[C@H](N(CC1)C)C